tert-butyl (5-hydroxypentan-2-yl)carbamate OCCCC(C)NC(OC(C)(C)C)=O